Cl.Cl.FC(C=1N=CN(C1)C1=NC=CC(=C1)CN)(F)F (2-(4-(trifluoromethyl)-1H-imidazol-1-yl)pyridin-4-yl)methanamine bis-hydrochloride